tert-butyl (R)-4-(1-(piperazin-1-yl)ethyl)piperidine-1-carboxylate N1(CCNCC1)[C@H](C)C1CCN(CC1)C(=O)OC(C)(C)C